BrC=CC(=O)NCCOC(C(=O)O)C 2-(2-(3-bromoacrylamido)ethoxy)propionic acid